2,2-bis(3-chloro-4-hydroxy-5-isopropylphenyl)propane ClC=1C=C(C=C(C1O)C(C)C)C(C)(C)C1=CC(=C(C(=C1)C(C)C)O)Cl